2-Fluoro-5-((6-fluoro-1-(triisopropylsilyl)-4-vinyl-1H-indol-5-yl)((tetrahydro-2H-pyran-2-yl)oxy)methyl)benzonitrile FC1=C(C#N)C=C(C=C1)C(OC1OCCCC1)C=1C(=C2C=CN(C2=CC1F)[Si](C(C)C)(C(C)C)C(C)C)C=C